2-(4-(2-Chlorodibenzo[b,f][1,4]oxazepin-11-yl)piperazin-1-yl)acetonitrile ClC=1C=CC2=C(C(=NC3=C(O2)C=CC=C3)N3CCN(CC3)CC#N)C1